(2S,4S)-4-ethenylpyrrolidine-2-carboxylic acid C(=C)[C@@H]1C[C@H](NC1)C(=O)O